1-methyl-6-oxo-1,6-dihydropyridazin-3-carboxylic acid CN1N=C(C=CC1=O)C(=O)O